C(#N)CC(C)(C)C1=CC2=C(C=C3C=NNC3=C2)N1C1=CC=C(C=C1)F 6-(2-cyano-1,1-dimethyl-ethyl)-5-(4-fluorophenyl)-1H-pyrrolo[2,3-f]indazol